1-imidazo[1,2-a]pyrazin-6-yl-ethanone N=1C=CN2C1C=NC(=C2)C(C)=O